C(C)(C)(C)OC(=O)N1CCN(CC1)CC1CCN(CC1)C1=CC=CN=N1 6-(4-((4-(tert-butoxycarbonyl)piperazin-1-yl)methyl)piperidin-1-yl)pyridazine